C1CCCC2CCCCC12.[C] carbon decalin